dimethyl-benzyl-ethyl-ammonium chloride [Cl-].C[N+](CC)(CC1=CC=CC=C1)C